NCC1=CC(=C(C=C1)NC(=O)C1=CC2=C(OCCC3=C2SC=C3)C=C1C=1C(=NC(=CC1)C(NC1C3CCC(C1)C3)=O)C(=O)OC)C methyl 3-(9-((4-(aminomethyl)-2-methylphenyl)carbamoyl)-4,5-dihydrobenzo[b]thieno[2,3-d]oxepin-8-yl)-6-(bicyclo[2.2.1]heptan-2-ylcarbamoyl)picolinate